C(C(=C)C)(=O)OC(CCCCC)OC(C(=C)C)=O hexandiol dimethacrylate